FC=1C=C(C=CC1)C[C@H](C[C@H]1C(NCC1)=O)NC([C@H](CC1CCCCC1)NC(C=CC1=CC=CC=C1)=O)=O (3-fluorophenyl)(S)-2-((S)-2-cinnamamido-3-cyclohexylpropionamido)-3-((S)-2-oxopyrrolidin-3-yl)propane